O=S1(NC(NCC1)CC1NS(CCN1)(=O)=O)=O 3-[(1,1-dioxo-1,2,4-thiadiazinan-3-yl)methyl]-1,2,4-thiadiazinan-1,1-dioxide